8-(benzenesulfonyl)-N-[(4S)-chroman-4-yl]-4-morpholino-1,7-naphthyridine-3-carboxamide C1(=CC=CC=C1)S(=O)(=O)C=1N=CC=C2C(=C(C=NC12)C(=O)N[C@H]1CCOC2=CC=CC=C12)N1CCOCC1